4-[(E)-3-(2-Hydroxy-4,6-dimethoxyphenyl)-3-oxoprop-1-enyl]benzonitrile OC1=C(C(=CC(=C1)OC)OC)C(/C=C/C1=CC=C(C#N)C=C1)=O